NC1CN(C1)C=1C=C2C(N(C(C2=CC1)=O)C1C(NC(CC1)=O)=O)=O 5-(3-aminoazetidin-1-yl)-2-(2,6-dioxopiperidin-3-yl)isoindoline-1,3-dione